N-((S)-2-cyano-1-(4-(ethylsulfonyl)phenyl)ethyl)-4-((2S,5S)-5-(2,2-difluorobenzo[1,3]dioxol-5-yl)-2-((difluoromethoxy)methyl)piperidin-1-yl)benzamide C(#N)C[C@@H](C1=CC=C(C=C1)S(=O)(=O)CC)NC(C1=CC=C(C=C1)N1[C@@H](CC[C@H](C1)C1=CC2=C(OC(O2)(F)F)C=C1)COC(F)F)=O